CN1CCNC=C1 (R)-4-methyl-1,2,3,4-tetrahydropyrazine